N1(CCOCC1)CCCCN1C2=C(C3=CC=C(C=C13)O)C=CN=C2C(F)(F)F 9-(4-morpholinylbutyl)-1-(trifluoromethyl)-9H-pyrido[3,4-b]indol-7-ol